FC(C1=C(C(C2=CC=C(C=C2)Cl)OC2CN(C2)C(=O)NCCCC)C=CC=C1)(F)F 3-[2-(trifluoromethyl)-4'-chlorobenzhydryloxy]-N-(n-butyl)azetidine-1-carboxamide